CC=1C=C(C=C(C1\C=C\CCC)C)NC(OCC1=CC=CC=C1)=O benzyl N-{3,5-dimethyl-4-[(1E)-pent-1-en-1-yl]phenyl}carbamate